7-methyl-5-{2-[4-(trifluoromethyl)phenyl]ethoxy}-1H-pyrrolo[3,2-b]pyridine-3-carbonyl azide CC1=C2C(=NC(=C1)OCCC1=CC=C(C=C1)C(F)(F)F)C(=CN2)C(=O)N=[N+]=[N-]